Triethoxysilane trans-4-((4-(1-Cyclopropyl-1H-pyrazol-4-yl)pyridin-2-yl)((trans-4-(5-methoxy-6-methylpyridin-2-yl)cyclohexyl)methyl)carbamoyl)cyclohexyl-methylcarbamate C1(CC1)N1N=CC(=C1)C1=CC(=NC=C1)N(C(=O)[C@@H]1CC[C@H](CC1)N(C(O)=O)C)C[C@@H]1CC[C@H](CC1)C1=NC(=C(C=C1)OC)C.C(C)O[SiH](OCC)OCC